γ-butyrlactone C1(CCCO1)=O